3-butene-2-ol CC(C=C)O